C1(=CC=CC=C1)[C@H]1OC[C@H]2N1C(CC2)=O (3R,7aS)-3-phenyltetrahydro-3H,5H-pyrrolo[1,2-c][1,3]Oxazol-5-one